4-CHLORO-2-FLUORO-3-METHOXYPHENYLBORONIC ACID ClC1=C(C(=C(C=C1)B(O)O)F)OC